C(C)(=O)C=1C=C(C=CC1)NC(C1=CC=C(C=C1)S(NC1=CC=C(C=C1)OC)(=O)=O)=O N-(3-acetylphenyl)-4-(N-(4-methoxyphenyl)sulfamoyl)benzamide